O=C1NC(CCC1N1C(C2=CC=CC(=C2C1=O)SCC1=CC=C(C=C1)CCCN1CCCCC1)=O)=O 2-(2,6-dioxopiperidin-3-yl)-4-((4-(3-(piperidin-1-yl)propyl)benzyl)thio)isoindoline-1,3-dione